R-1-chloro-2-benzenesulfonate ClC1=C(C=CC=C1)S(=O)(=O)[O-]